C1(=CC(=CC=C1)O)C m-toluol